BrC1=C(C(=C(C)C=C1)F)Cl 4-bromo-3-chloro-2-fluorotoluene